FC(CN1[C@@H](C2=CC=C3C(=C2C[C@H]1C)C=NN3)C3=C(C=C(C=C3)NC3CN(C3)CCCF)OC)(COC)C N-(4-((6S,8R)-7-(2-fluoro-3-methoxy-2-methylpropyl)-8-methyl-6,7,8,9-tetrahydro-3H-pyrazolo[4,3-f]isoquinolin-6-yl)-3-methoxyphenyl)-1-(3-fluoropropyl)azetidin-3-amine